2-butyl-2,4-dimethyl-3,6-dihydro-2H-pyran C(CCC)C1(OCC=C(C1)C)C